1-(3-Bromophenyl)-3,3-dimethoxy-cyclobutane-1-carbonitrile BrC=1C=C(C=CC1)C1(CC(C1)(OC)OC)C#N